ethyl 2-acetamido-3-(pyridin-4-yloxy)propanoate C(C)(=O)NC(C(=O)OCC)COC1=CC=NC=C1